O=C1[C@H]2[C@@H](C(N1C1=CC(=CC=C1)C(F)(F)F)=O)[C@@](N=C2)(P(OCC)(=O)OCC)C2=CC=CC=C2 |r| Diethyl (1RS,3aSR,6aSR)-4,6-dioxo-1-phenyl-5-[3-(trifluoromethyl)phenyl]-1,3a,4,5,6,6a-hexahydropyrrolo[3,4-c]pyrrole-1-phosphonate